NC1=C(C2=C(S1)C(=CC=C2C2=C1C=NN3C1=C(C=C2F)C(N2[C@H](CC3)CN(CC2)C(C(=C)F)=O)=O)F)C#N 2-Amino-7-fluoro-4-((R)-2-fluoro-10-(2-fluoroacryloyl)-14-oxo-8,8a,9,10,11,12-hexahydro-7H,14H-pyrazino[1',2':5,6][1,5]diazocino[3,2,1-hi]indazol-3-yl)benzo[b]thiophene-3-carbonitrile